ClC1=CC=C(C(=N1)C=1C=C(C(=C(C=O)C1)O)C)NC(C)C=1C=C(C=C2C(C(=C(OC12)C(C)C)C)=O)C 5-[6-chloro-3-[1-(2-isopropyl-3,6-dimethyl-4-oxo-chromen-8-yl)ethylamino]-2-pyridyl]-2-hydroxy-3-methyl-benzaldehyde